rac-tert-butyl 3-fluoro-3-methyl-4-[(triethylsilyl)oxy]-1,2,3,6-tetrahydropyridine-1-carboxylate F[C@@]1(CN(CC=C1O[Si](CC)(CC)CC)C(=O)OC(C)(C)C)C |r|